3,3,4,4,5,5-hexafluoro-1,2-bis(perfluoropropane-2-yl)cyclopent-1-ene FC1(C(=C(C(C1(F)F)(F)F)C(C(F)(F)F)(C(F)(F)F)F)C(C(F)(F)F)(C(F)(F)F)F)F